CC1(C=CCC1)CC(=O)OC(C)C isopropyl (1-methyl-2-cyclopentenyl)acetate